N-(bis(2,6-dimethoxyphenyl)phosphanyl)-3,5-bis(trifluoromethyl)benzamide COC1=C(C(=CC=C1)OC)P(NC(C1=CC(=CC(=C1)C(F)(F)F)C(F)(F)F)=O)C1=C(C=CC=C1OC)OC